(R)-3-[2-(2-chloro-4-methoxybenzoyl)-1,2,3,4-tetrahydroisoquinolin-5-yl]-3-(7-methoxy-1-methyl-1H-benzo[d][1,2,3]triazol-5-yl)propionic acid ClC1=C(C(=O)N2CC3=CC=CC(=C3CC2)[C@H](CC(=O)O)C2=CC3=C(N(N=N3)C)C(=C2)OC)C=CC(=C1)OC